N-[5-(2-fluoroethoxy)-4,6-dimethoxy-pyrimidin-2-yl]-1H-pyrrolo[3,2-h]quinoline-3-sulfonamide FCCOC=1C(=NC(=NC1OC)NS(=O)(=O)C1=CNC2=C1C=CC=1C=CC=NC21)OC